FC1=C(CCN2CCN(CC2)C(=O)C2=CN=CN2[C@H](C)C2=CC=CC=C2)C=CC=C1 (R)-(4-(2-fluorophenethyl)piperazin-1-yl)(1-(1-phenylethyl)-1H-imidazol-5-yl)methanone